CNC(S)=N 1-methyl-isothiourea